NC1=CC(=NC=C1SC1=C(C(=NC=C1)N)Cl)N1CCC2(CC1)[C@@H](C=1C(=NC=CC1)C2)N (S)-1'-(4-amino-5-((2-amino-3-chloropyridin-4-yl)thio)pyridin-2-yl)-5,7-dihydrospiro[cyclopenta[b]pyridine-6,4'-piperidin]-5-amine